OC1CN(C1)C(=O)OC1CCC(CC1)C(N(C=1C=NC=C(C1)C=1C=NN(C1)C1(CCC1)C)CC12CCC(CC1)(CC2)C2=CC(=C(C=C2)OC)C)=O 4-(((4-(4-Methoxy-3-methylphenyl)bicyclo[2.2.2]octan-1-yl)methyl)(5-(1-(1-methylcyclobutyl)-1H-pyrazol-4-yl)pyridin-3-yl)carbamoyl)cyclohexyl trans-3-hydroxyazetidine-1-carboxylate